(5-fluoropyrimidin-2-yl)hydrazine FC=1C=NC(=NC1)NN